N(N=C1SC2=C(N1CC)C=CC(=C2)S(=O)(=O)[O-])=C2SC1=C(N2CC)C=CC(=C1)S(=O)(=O)[O-] 2,2'-azinO-bis(3-ethylbenzthiazoline-6-sulfonate)